COCCOC=1C=C2C(=NC=NC2=CC1OCCOC)OC1=C(C=C(C=C1)C1C=2N(CCC1)N(C(C2C(=O)N)=O)C2=CC=CC=C2)C (4-((6,7-bis(2-methoxyethoxy)quinazolin-4-yl)oxy)-3-methylphenyl)-2-oxo-1-phenyl-1,2,4,5,6,7-hexahydropyrazolo[1,5-a]pyridine-3-carboxamide